tert-butyl ((2-(3-(3-(fluoromethyl)-1-(4-methyl-4H-1,2,4-triazol-3-yl)cyclobutyl)phenyl)-3-oxo-7-(trifluoromethyl)isoindolin-5-yl)methyl)(1-methylcyclobutyl)carbamate FCC1CC(C1)(C1=NN=CN1C)C=1C=C(C=CC1)N1CC2=C(C=C(C=C2C1=O)CN(C(OC(C)(C)C)=O)C1(CCC1)C)C(F)(F)F